1-(2-(benzo-furan-5-ylamino)-5-methyl-pyrimidin-4-yl)-N-(1-(3-chlorophenyl)-2-hydroxy-ethyl)-1H-imidazole-4-carboxamide O1C=CC2=C1C=CC(=C2)NC2=NC=C(C(=N2)N2C=NC(=C2)C(=O)NC(CO)C2=CC(=CC=C2)Cl)C